5-bromo-4-fluoro-6-oxo-1,6-dihydropyridine-2-carboxylic acid methyl ester COC(=O)C=1NC(C(=C(C1)F)Br)=O